n-dodecyl-2-(4-hydroxyphenyl)-3-(3,5-dihydroxyphenyl)-6-hydroxy-4-benzofurancarboxamide C(CCCCCCCCCCC)C1=C(C=C2C(C(=C(O2)C2=CC=C(C=C2)O)C2=CC(=CC(=C2)O)O)=C1C(=O)N)O